BrC=1C(=CC=2C3=C(N=NC2C1)CCC3(C)C)Cl 7-bromo-8-chloro-1,1-dimethyl-2,3-dihydro-1H-cyclopenta[c]cinnoline